(2-((1S,3S,5S)-3-cyano-2-azabicyclo[3.1.0]hex-2-yl)-2-oxoethyl)-7-(fluoromethyl)quinoline-4-carboxamide C(#N)[C@H]1N([C@H]2C[C@H]2C1)C(CC1=NC2=CC(=CC=C2C(=C1)C(=O)N)CF)=O